C(C)(C)(C)C=1C(=CC(=C(C1)C(C)(C)C)O)C 4,6-di-tert-butyl-3-cresol